S(=O)(=O)([O-])[O-].[NH4+].C(CCCCCCCCCCC)OCCCCCCCCCCCC.[NH4+] laurylether ammonium sulfate